4-((2-ethylhexyl)oxy)butan-1-ol C(C)C(COCCCCO)CCCC